NC[C@H]1C[C@H](CN1C(=O)C1CC1)NC(=O)[C@H]1N(C[C@H](C1)F)C(=O)OC(C)(C)C tert-Butyl (2S,4S)-2-(((3R,5R)-5-(aminomethyl)-1-(cyclopropanecarbonyl)pyrrolidin-3-yl)carbamoyl)-4-fluoropyrrolidine-1-carboxylate